(cyanomethyl)-3-fluoro-4-(2-((1-methyl-1H-pyrazol-4-yl)amino)pyrimidin-4-yl)benzamide C(#N)CC1=C(C(=O)N)C=CC(=C1F)C1=NC(=NC=C1)NC=1C=NN(C1)C